ClC=1C(=C(C=CC1)NN1C(=CC=2C(NCCC21)=O)C2=C(C=NC=C2)OCC2=NC=CC=C2C(F)(F)F)OC ((3-chloro-2-methoxyphenyl)amino)-2-(3-((3-(trifluoromethyl)pyridin-2-yl)methoxy)pyridin-4-yl)-1,5,6,7-tetrahydro-4H-pyrrolo[3,2-c]pyridin-4-one